C(=O)(OC(C)(C)C)C(CCCCCN)N mono-BOC-1,6-hexanediamine